ClC1=C(C=C(C=C1)F)[C@@H]([C@@H](C)C=1N(C(C(=C(N1)C(=O)NC=1C=NOC1)O)=O)C)C=1C=NN(C1)CC(C)(C)C#N 2-((1S,2R)-1-(2-chloro-5-fluorophenyl)-1-(1-(2-cyano-2-methylpropyl)-1H-pyrazol-4-yl)propan-2-yl)-5-hydroxy-N-(isoxazol-4-yl)-1-methyl-6-oxo-1,6-dihydropyrimidine-4-carboxamide